2-phenyl-piperidine C1(=CC=CC=C1)C1NCCCC1